FC(C(=O)O)(F)F.C(CC\C=C/CCCCC)O (Z)-4-Decen-1-ol trifluoroacetate